N[C@]1(CN(CC1)C1=C(C(=C(C(=C1)Cl)Cl)CN1CCOCC1)CN1C2=NC=NC(=C2N=C1)N)C(=O)NC1CC1 (R)-3-amino-1-(2-((6-amino-9H-purin-9-yl)methyl)-4,5-dichloro-3-(morpholinomethyl)phenyl)-N-cyclopropylpyrrolidine-3-carboxamide